[1,8]naphthyridine N1=CC=CC2=CC=CN=C12